Bis(t-butylamino)titanium C(C)(C)(C)N[Ti]NC(C)(C)C